C[C@@]1(COCC1)N1CCNCC1 |o1:1| (R or S)-1-(3-methyltetrahydrofuran-3-yl)piperazine